2,4-dimethyl-imidazoline CC=1NCC(N1)C